C(C)(C)(C)OC(=O)N[C@H]1C[C@H](CCC1)C1=NN=C2N1CCN(C2)C(=O)OCC2C1=CC=CC=C1C=1C=CC=CC21 9H-fluoren-9-ylmethyl 3-[(1S,3R)-3-(tert-butoxycarbonylamino)cyclohexyl]-6,8-dihydro-5H-[1,2,4]triazolo[4,3-a]pyrazine-7-carboxylate